F[C@]1(C[C@H](NC1=O)COC1=NC=CC2=CC(=C(C=C12)OC)C(=O)N)CO 1-{[(2S,4R)-4-fluoro-4-(hydroxymethyl)-5-oxopyrrolidin-2-yl]methoxy}-7-methoxyisoquinoline-6-carboxamide